3,5-dimethoxyaniline sodium salt [Na].COC=1C=C(N)C=C(C1)OC